6-bromo-3-chloro-4-fluoro-7,8-dihydroisoquinolin-5(6H)-one BrC1C(C=2C(=C(N=CC2CC1)Cl)F)=O